FC1=C(C=CC(=N1)C(=O)NC)N1CCN(CC1)CC=1C=C2NC(C(=NC2=CC1)CCF)=O 6-Fluoro-5-[4-[[2-(2-fluoroethyl)-3-oxo-4H-quinoxalin-6-yl]methyl]piperazin-1-yl]-N-methyl-pyridine-2-carboxamide